NC1=C(C=CC=C1C1CC1)O 2-amino-3-cyclopropylphenol